1-(2-hydroxy-3-furfuryloxy-propan-1-yl)-3-(4-vinylbenzyl)-1H-imidazolium iodid [I-].OC(CN1C=[N+](C=C1)CC1=CC=C(C=C1)C=C)COCC1=CC=CO1